C12CN(CC(CC1)N2)C2=CC=C1C(=NN(C1=C2)C)N2C(NC(CC2)=O)=O (6-{3,8-diazabicyclo[3.2.1]octan-3-yl}-1-methylindazol-3-yl)-1,3-diazinane-2,4-dione